5-ACETYL-2-AMINO-4-HYDROXYBENZOIC ACID C(C)(=O)C=1C(=CC(=C(C(=O)O)C1)N)O